2-methylpropanamide dichloride [Cl-].[Cl-].CC(C(=O)N)C